ClC1=C(C=C2C(=C(N(C2=C1F)C)C1=NC(=NN1)C(C)N(C)CCOC)N1C=NC=C1)OC 1-(5-(6-chloro-7-fluoro-3-(1H-imidazol-1-yl)-5-methoxy-1-methyl-1H-indol-2-yl)-1H-1,2,4-triazol-3-yl)-N-(2-methoxyethyl)-N-methylethan-1-amine